FC1=C(C=C(C=C1)NC(C=C)=O)NC1=NC(=NC=C1N1CCCCC1)NC=1C=NN(C1)C N-(4-fluoro-3-((2-((1-methyl-1H-pyrazol-4-yl)amino)-5-(piperidin-1-yl)pyrimidin-4-yl)amino)phenyl)acrylamide